BrC=1C=C2C(=CNC2=CC1)CCCNS(=O)(=O)C1=CC=C(C=C1)OCCCBr N-(3-(5-bromo-1H-indol-3-yl)propyl)-4-(3-bromopropoxy)benzenesulfonamide